IC1=NC2=C(N=NC(=C2)C(F)(F)F)N1C 6-Iodo-7-methyl-3-(trifluoromethyl)-7H-imidazo[4,5-c]pyridazin